isononylacrylate C(CCCCCC(C)C)OC(C=C)=O